C1(CC1)N1C(=NN=C1)[C@H](C1COC1)F 3-((S)-(4-cyclopropyl-4H-1,2,4-triazol-3-yl)fluoromethyl)oxetan